NC(C)(C)C1=CC(=NC(=C1)C1=C(C=C(C=C1)F)F)OC1[C@@H]2CN(C[C@H]12)C(=O)C1=C(N=C(S1)C=1N=CSC1)C ((1R,5S,6s)-6-((4-(2-aminopropan-2-yl)-6-(2,4-difluorophenyl)pyridin-2-yl)oxy)-3-azabicyclo[3.1.0]hexan-3-yl)(4-methyl-[2,4'-bithiazol]-5-yl)methanone